FC1[C@H]2[C@H]3N(C(C=4N(C3)C=C(C(C4O)=O)C(=O)NCC4=C(C=C(C=C4F)F)F)=O)[C@@H](C1F)C2 (1R,4R,12aR)-2,3-difluoro-7-hydroxy-6,8-dioxo-N-(2,4,6-trifluorophenylmethyl)-1,2,3,4,6,8,12,12a-octahydro-1,4-methanodipyrido[1,2-a:1',2'-d]pyrazine-9-carboxamide